difluoro-5-(2-methoxyethoxy)pyridin-2-amine FC1=C(C(=NC=C1OCCOC)N)F